(2R,3R,4S,5S)-3-(3,4-difluoro-2-methoxyphenyl)-4-methoxy-5-methyltetrahydrofuran-2-carboxylic acid FC=1C(=C(C=CC1F)[C@H]1[C@@H](O[C@H]([C@H]1OC)C)C(=O)O)OC